2-[(5,6-dichloro-1H-1,3-benzodiazol-2-yl)sulfanyl]-N,N-bis(propan-2-yl)acetamide ClC1=CC2=C(NC(=N2)SCC(=O)N(C(C)C)C(C)C)C=C1Cl